BrC1=CC(=C(C=C1)[C@H]1N([C@@H](CC2=C3C(=CC=C12)N(N=C3)C3OCCCC3)C)CC3(COC3)CF)OC (6s,8r)-6-(4-bromo-2-methoxyphenyl)-7-((3-(fluoromethyl)oxetan-3-yl)methyl)-8-methyl-3-(tetrahydro-2H-pyran-2-yl)-6,7,8,9-tetrahydro-3H-pyrazolo[4,3-f]isoquinoline